ClC1=C(C(=CC=C1)F)N1C(C2=CC(=C(C=C2C(=N1)C(C)CCC)N1N=C(N(C1=O)CC)CO)F)=O 2-(2-chloro-6-fluorophenyl)-6-(4-ethyl-3-(hydroxymethyl)-5-oxo-4,5-dihydro-1H-1,2,4-triazol-1-yl)-7-fluoro-4-(pentan-2-yl)phthalazin-1(2H)-one